C(CCCNCCCN)C(CCN)N 1,N1'-(butane-1,4-diyl)bis(propane-1,3-diamine)